C(C)(C)(C)OC(=O)N1CC=2N=C(N=CC2CC1)NC=1C=NC(=CC1)C(C)(C)S(=O)(=O)C.BrC=1C(=CC(=CC1)F)Cl 3-bromo-2-chloro-6-fluoroBenzene tert-butyl-2-{[6-(2-methanesulfonylpropan-2-yl)pyridin-3-yl]amino}-5H,6H,7H,8H-pyrido[3,4-d]pyrimidine-7-carboxylate